O[C@@H]1CN(C[C@H]1NC(CCCCCCCCCCCCCC)=O)C(=O)C1=CC=C(C(=O)N2C[C@H]([C@@H](C2)C(=O)N[C@@H]2[C@H](C2)C2=CC=CC=C2)C(=O)N[C@@H]2[C@H](C2)C2=CC=CC=C2)C=C1 (3S,4S)-1-(4-((3R,4R)-3-hydroxy-4-pentadecanamidopyrrolidine-1-carbonyl)benzoyl)-N3,N4-bis((1S,2R)-2-phenylcyclopropyl)pyrrolidine-3,4-dicarboxamide